[1-(4-chlorobenzoyl)-2,3-dihydro-1H-inden-1-yl]methyl 4-methylbenzene-1-sulfonate CC1=CC=C(C=C1)S(=O)(=O)OCC1(CCC2=CC=CC=C12)C(C1=CC=C(C=C1)Cl)=O